C(C)(C)(C)C=1C=CC(=NC1)C(NC(=O)C1N(CC(C1)F)C(CC1=CN=NN1)=O)C1=CC=CC=C1 N-[(5-tert-butylpyridin-2-yl)(phenyl)methyl]-4-fluoro-1-[2-(1H-1,2,3-triazol-5-yl)acetyl]pyrrolidine-2-carboxamide